tri-carboxypyrrole C(=O)(O)C=1C(=C(NC1)C(=O)O)C(=O)O